C(C)(C)C=1C=CC(=C(C1)C=1C=C2CC3(C(NC2=CC1)=O)CN(CC3)C#N)OC 6'-(5-Isopropyl-2-methoxyphenyl)-2'-oxo-1',4'-dihydro-2'H-spiro[pyrrolidine-3,3'-quinoline]-1-carbonitrile